mannose nitrate [N+](=O)(O)[O-].O=C[C@@H](O)[C@@H](O)[C@H](O)[C@H](O)CO